NC1=NC(N(C=C1)C1=CC=C(CN2CC3C(C3C2)NC(OC(C)(C)C)=O)C=C1)=O tert-butyl (exo-3-(4-(4-amino-2-oxopyrimidin-1(2H)-yl)benzyl)-3-azabicyclo[3.1.0]hexan-6-yl)carbamate